Cl.ClC=1C=C(C=CC1)C(CO)NC(=O)C=1NC=C(C1)C1=CC(=NC=C1Cl)NC(C)C 4-(5-Chloro-2-isopropylaminopyridin-4-yl)-1H-pyrrole-2-carboxylic acid [1-(3-chlorophenyl)-2-hydroxyethyl]amide HCl